tert-butyl (S)-4-(4-chloro-3-(4-(trimethylsilyl)-1H-1,2,3-triazol-1-yl)phenyl)-2,2-dimethyloxazolidine-3-carboxylate ClC1=C(C=C(C=C1)[C@@H]1N(C(OC1)(C)C)C(=O)OC(C)(C)C)N1N=NC(=C1)[Si](C)(C)C